FC1=C(C=C(C=C1)F)C1=NN([C@@](S1)(C1=CC=CC=C1)CCCNC(OC(C)(C)C)=O)C(N(C)CCCO)=O tert-butyl N-[3-[(2S)-5-(2,5-difluorophenyl)-3-[3-hydroxypropyl(methyl)carbamoyl]-2-phenyl-1,3,4-thiadiazol-2-yl]propyl]carbamate